2-hydroxy-3-methyl-5-nitropyridine OC1=NC=C(C=C1C)[N+](=O)[O-]